4-(((S)-4-ethyl-4-hydroxy-3,8-dicarbonyl-4,8-dihydro-1H-pyrano[3,4-c]pyridin-7(3H)-yl)methyl)-8-fluoro-5-iodo-6-carbonyl-1,2-dihydro-6H-pyrrolo[3,2,1-ij]quinoline-2-carbaldehyde C(C)[C@]1(C(OCC=2C(N(C=CC21)CC=2N1C3=C(C=C(C=C3C(C2I)=C=O)F)CC1C=O)=C=O)=C=O)O